tert-butyl N-[trans-4-[[4-amino-5,5-dimethyl-7-(1-piperidyl)-6H-benzo[h]quinazolin-8-yl]oxy]cyclohexyl]carbamate NC1=NC=NC=2C3=C(CC(C12)(C)C)C(=C(C=C3)O[C@@H]3CC[C@H](CC3)NC(OC(C)(C)C)=O)N3CCCCC3